(S)-2-(1H-benzo[d]imidazol-2-yl)-4-((R)-sec-butyl)-4,5-dihydro-oxazole N1C(=NC2=C1C=CC=C2)C=2OC[C@@H](N2)[C@H](C)CC